(cyanomethyl)acrylic acid methyl ester COC(C(=C)CC#N)=O